NC=1SSC(N1)=S 3-Amino-1,2,4-dithiazole-5-thione